(R)-1-(3-(4-amino-3-(4-(2,6-difluorophenoxy)phenyl)-7-hydroxy-1H-pyrrolo[2,3-d]pyridazin-1-yl)pyrrolidin-1-yl)but-2-yn-1-one NC1=C2C(=C(N=N1)O)N(C=C2C2=CC=C(C=C2)OC2=C(C=CC=C2F)F)[C@H]2CN(CC2)C(C#CC)=O